FC1=C(C=C(C=C1)CC1=NNC(C2=CC=CC=C12)=O)C1=CC2=C(NC(=N2)NC(OCCN2CCN(CC2)C)=O)C=C1 2-(4-Methylpiperazin-1-yl)ethyl (5-(2-fluoro-5-((4-oxo-3,4-dihydrophthalazin-1-yl)methyl)phenyl)-1H-benzo[d]imidazol-2-yl)carbamate